N-((6-(1,6-Diazaspiro[3.3]heptan-6-yl)pyridin-2-yl)sulfonyl)-1-(2-cyclohexyl-5-methylphenoxy)cyclopropanecarboxamide N1CCC12CN(C2)C2=CC=CC(=N2)S(=O)(=O)NC(=O)C2(CC2)OC2=C(C=CC(=C2)C)C2CCCCC2